BrC=1N=C(N2C1C(=NC=C2C)Cl)C([2H])([2H])[2H] 1-bromo-8-chloro-5-methyl-3-(trideuteriomethyl)imidazo[1,5-a]pyrazine